CC(C(=O)OC1=C(C(=CC(=C1)OS(=O)(=O)C(F)(F)F)OC(C(C)(C)C)=O)[C@H]1[C@@H](C[C@@H](C(=C1)C)OC(C1=CC=CC=C1)=O)C(=C)C)(C)C (1'R,2'R,4'S)-4'-(benzoyloxy)-5'-methyl-2'-(prop-1-en-2-yl)-4-(((trifluoromethyl)sulfonyl)oxy)-1',2',3',4'-tetrahydro-[1,1'-biphenyl]-2,6-diyl bis(2,2-dimethylpropanoate)